tert-butyl 3-bromo-6-(2-methylphenyl)-1H-indole-1-carboxylate BrC1=CN(C2=CC(=CC=C12)C1=C(C=CC=C1)C)C(=O)OC(C)(C)C